CN(CCC1=C(NC=2C=CC=C(C12)O)C)C 3-(2-Dimethylamino-ethyl)-2-methyl-1H-indol-4-ol